FC=1C=C(C=CC1)NNC(=O)C1CCC1 N'-(3-fluorophenyl)cyclobutanecarbohydrazide